5-(2-((2-cyclopropylquinazolin-4-yl)thio)acetyl)thiophen C1(CC1)C1=NC2=CC=CC=C2C(=N1)SCC(=O)C1=CC=CS1